C(=C)SC=1SC2=C(N1)C=C(C=C2)C(C)(C)C 2-vinylthio-5-tert-butylbenzothiazole